N4-(2-methoxyethyl)-5-thiocyanopyridine-2,4-diamine COCCNC1=CC(=NC=C1SC#N)N